FC(C=1C=C(C=CC1)C=CC(=O)N)(F)F 3-(3-(trifluoromethyl)phenyl)acrylamide